heptyl cis-10-pentadecenate C(CCCCCCCC\C=C/CCCC)(=O)OCCCCCCC